(7-benzothiazolyl)benzoxazole (R)-3-((3,5-difluorobenzyl)carbamoyl)-1-(1H-indol-5-yl)-2-oxopyrrolidin-3-yl-methanesulfonate FC=1C=C(CNC(=O)[C@]2(C(N(CC2)C=2C=C3C=CNC3=CC2)=O)CS(=O)(=O)O)C=C(C1)F.S1C=NC2=C1C(=CC=C2)C=2OC1=C(N2)C=CC=C1